5-(4-fluorobenzoyl)amino-3-(1-(tert-butyl)-1,2,3,6-tetrahydropyridin-4-yl)-1H-indole FC1=CC=C(C(=O)NC=2C=C3C(=CNC3=CC2)C=2CCN(CC2)C(C)(C)C)C=C1